(5RS)-2-[(6-Chloropyridin-3-yl)methyl]-5-{[(3S)-3-fluoropyrrolidin-1-yl]carbonyl}-5,6,7,8-tetrahydro[1,2,4]triazolo[4,3-a]pyridin-3(2H)-one ClC1=CC=C(C=N1)CN1N=C2N([C@H](CCC2)C(=O)N2C[C@H](CC2)F)C1=O |&1:12|